O=C1NC(CCC1NC=1C=CC(=NC1)N1CCC(CC1)CN1CCN(CC1)C1=CC=C(C=C1)NC1=NC=CC(=N1)C1=CC(=C(CNC(=O)N2CC(C2)OC(C)C)C=C1)C)=O N-(4-(2-((4-(4-((1-(5-((2,6-dioxopiperidin-3-yl)amino)pyridin-2-yl)piperidin-4-yl)methyl)piperazin-1-yl)phenyl)amino)pyrimidin-4-yl)-2-methylbenzyl)-3-isopropoxyazetidine-1-carboxamide